C[O-].[Na+].BrC=1C(=NC=C(C1)OC)C#N 3-bromo-5-methoxy-pyridine-2-carbonitrile Sodium methoxide